8'-Bromo-7'-fluoro-3'-methyl-1-(pentan-3-yl)spiro[azetidine-3,1'-pyrrolo[2,3-c]quinolin]-2'(3'H)-one BrC1=CC=2C3=C(C=NC2C=C1F)N(C(C31CN(C1)C(CC)CC)=O)C